1-(4-(3-cyclopentyl-1,2,4-oxadiazol-5-yl)piperidin-1-yl)-2-(3-methyl-1,2,4-oxadiazol-5-yl)ethan-1-one C1(CCCC1)C1=NOC(=N1)C1CCN(CC1)C(CC1=NC(=NO1)C)=O